COCCN(C=1N=C(C2=C(N1)C(=NC(=N2)N2CCC(CC2)S(=O)(=O)C)N2CCC(CC2)OC)N2CC(N(CC2)C)=O)CCOC 4-(2-(bis(2-methoxyethyl)amino)-8-(4-methoxypiperidin-1-yl)-6-(4-(methylsulfonyl)piperidin-1-yl)pyrimido[5,4-d]pyrimidin-4-yl)-1-methylpiperazin-2-one